3,4-dihydro-2H-pyrano[3,2-b]pyridin-4-amine O1CCC(C2=NC=CC=C21)N